fluorododecyl thiol FCCCCCCCCCCCCS